ClC1=CC=C(C(=N1)C(=O)OC)N[C@H](C)C=1C=C(C=C2C(N(C(=NC12)C1=CC=C(C=C1)C#N)C)=O)C methyl (R)-6-chloro-3-((1-(2-(4-cyanophenyl)-3,6-dimethyl-4-oxo-3,4-dihydroquinazolin-8-yl)ethyl)amino)picolinate